FC=1C(=NC(=NC1)C1=CNC2=NC=CC=C21)NC2(CCS(CC2)(=O)=O)C(=O)NCC(F)(F)F 4-((5-fluoro-2-(1H-pyrrolo[2,3-b]pyridin-3-yl)pyrimidin-4-yl)amino)-N-(2,2,2-trifluoroethyl)tetrahydro-2H-thiopyran-4-carboxamide 1,1-dioxide